5-((5-(diethylamino)pentan-2-yl)amino)-N-(6-hydroxyquinolin-8-yl)pyrazine C(C)N(CCCC(C)NC=1N=CCN(C1)C=1C=C(C=C2C=CC=NC12)O)CC